[2H]C(C)(C)N1C=NC(=C1C=1SC=C(N1)C(=O)NC1=NC=C(C=C1)C1CN(C1)C([2H])([2H])[2H])C1=CC=C(C=C1)F 2-[3-(1-deuterio-1-methyl-ethyl)-5-(4-fluorophenyl)imidazol-4-yl]-N-[5-[1-(trideuteriomethyl)azetidin-3-yl]-2-pyridyl]thiazole-4-carboxamide